3-methoxy-4-(trifluoromethyl)aniline COC=1C=C(N)C=CC1C(F)(F)F